N1=CC(=CC=C1)S(=O)(=O)N1CC(CCC1)C(=O)N1CCN(CC1)C1=CC(=NC2=CC=CC=C12)C(F)(F)F (1-(pyridin-3-ylsulfonyl)piperidin-3-yl)(4-(2-(trifluoromethyl)quinolin-4-yl)piperazin-1-yl)methanone